C#CCCCC hex-1-yne